BrC=1C(=NC(=NC1)NC1=CC=C(C=C1)S(NCCOCCOCCOCCOCCNC1=C2C(N(C(C2=CC=C1)=O)C1C(NC(CC1)=O)=O)=O)(=O)=O)NC1=C(C(=O)N)C(=CC=C1)F 2-((5-bromo-2-((4-(N-(14-((2-(2,6-dioxopiperidin-3-yl)-1,3-dioxoisoindolin-4-yl)amino)-3,6,9,12-tetraoxatetradecyl)sulfamoyl)phenyl)amino)pyrimidin-4-yl)amino)-6-fluorobenzamide